pivaloylmethanoate C(C(C)(C)C)(=O)C(=O)[O-]